2-Dibenzo[b,d]furanol C1=C(C=CC=2OC3=C(C21)C=CC=C3)O